(2S)-5-vinylpyrrolidine-1,2-dicarboxylic acid di-tert-butyl ester C(C)(C)(C)OC(=O)N1[C@@H](CCC1C=C)C(=O)OC(C)(C)C